piperidine hydrochloride salt Cl.N1CCCCC1